C1(CCCC1)CCOC=1C=C(C=CC1N1CCN(CC1)C)NC=1N=CC2=C(N1)N(C(C=C2C#C)=O)CC2=NN(C=C2)C 2-((3-(2-cyclopentylethoxy)-4-(4-methylpiperazin-1-yl)phenyl)amino)-5-ethynyl-8-((1-methyl-1H-pyrazol-3-yl)methyl)pyrido[2,3-d]pyrimidin-7(8H)-one